FC1=C(C=CC(=C1)F)N1CC2(CN(C2)CC2=CN=C3C=C(C(NC3=C2)=O)CC)C1 7-((6-(2,4-difluorophenyl)-2,6-diazaspiro[3.3]heptan-2-yl)methyl)-3-ethyl-1,5-naphthyridin-2(1H)-one